NC1(C(C1)CCO)C1=C(C=CC(=C1)F)OCC1=CC=CC=C1 2-(2-amino-2-(2-(benzyloxy)-5-fluorophenyl)cyclopropyl)ethan-1-ol